ClC1=C(C(=O)NC2=C3C=NN(C3=CC=C2)C2=C(C=C(C=C2)OC(F)(F)F)C)C=C(C=C1)CNC(=O)C1(CC1)C(F)(F)F 2-Chloro-N-{1-[2-methyl-4-(trifluoromethoxy)phenyl]-1H-indazol-4-yl}-5-[({[1-(trifluoromethyl)cyclopropyl]carbonyl}amino)methyl]benzamide